4-fluoro-6-[2-(tetrazol-1-yl)ethoxy]indane-2-carbaldehyde FC1=C2CC(CC2=CC(=C1)OCCN1N=NN=C1)C=O